FC=1C=C(C=C(C1)F)C=1N(N=C2CNCCC21)C 3-(3,5-difluorophenyl)-2-methyl-4,5,6,7-tetrahydro-2H-pyrazolo[3,4-c]pyridine